O=C1NC(CCC1N1C(C2=CC=CC(=C2C1=O)CCCCCCCN1CCN(CC1)C1=NC=C(C(=O)N2CCC(CC2)CCCCNC(\C=C\C=2C=NC=CC2)=O)C=C1)=O)=O (E)-N-(4-(1-(6-(4-(7-(2-(2,6-dioxopiperidin-3-yl)-1,3-dioxoisoindolin-4-yl)heptyl)piperazin-1-yl)nicotinoyl)piperidin-4-yl)butyl)-3-(pyridin-3-yl)acrylamide